(3-chloro-6-(difluoromethyl)-2-fluorophenyl)-3-(methoxycarbonyl)pyrazine-2-carboxylic acid ClC=1C(=C(C(=CC1)C(F)F)C=1N=C(C(=NC1)C(=O)O)C(=O)OC)F